ClC=1C=CC(=C(C(=O)NC2=C(C=CC(=C2)NC2CCCC2)F)C1)O 5-Chloro-N-(5-(cyclopentylamino)-2-fluorophenyl)-2-hydroxybenzamide